C(C)(C)(C)OC(=O)N=[S@@](=O)(C1=C(C=C(C=C1)C)O)N1[C@@H](CCC1)C(=O)OC methyl ((S)-N-(tert-butoxycarbonyl)-2-hydroxy-4-methylphenylsulfonimidoyl)-L-prolinate